Ethyl 2-((benzofuran-7-ylthio) methyl)-3,4-difluorobenzoate O1C=CC2=C1C(=CC=C2)SCC2=C(C(=O)OCC)C=CC(=C2F)F